ClC(CCCCCCCCCCCCCCC[SiH3])(Cl)Cl trichlorohexadecyl-silane